C(C(=O)O)(=O)O.COC1=CC=C(CC2NCCCCC2)C=C1 2-(4-methoxybenzyl)azepane oxalic acid salt